2-(2H-pyrazol-3-yl)benzene-1-carbonitrile N=1NC(=CC1)C1=C(C=CC=C1)C#N